C(C)(C)(C)OC(=O)N(CCOC=1C(=C(C(=CC1)F)[C@H]1N([C@@H](CC2=C1NC1=CC=CC=C21)C)C[C@H](C(=O)OC)C)C)CCCF methyl (R)-3-((1R,3R)-1-(3-(2-((tert-butoxycarbonyl)(3-fluoropropyl)amino)ethoxy)-6-fluoro-2-methylphenyl)-3-methyl-1,3,4,9-tetrahydro-2H-pyrido[3,4-b]indol-2-yl)-2-methylpropanoate